C(CC)C1=CSCS1 5-propyl-1,3-dithiol